C1=C(C(=CC2=CC=CC=C12)O)O 2,3-Naphthalenediol